FC(C1=CN=C2N1N=C(C=C2)C=2N=CC1=C(N2)NC=C1)F (3-(difluoromethyl)imidazo[1,2-b]pyridazin-6-yl)-7H-pyrrolo[2,3-d]pyrimidine